1-(2-(2-benzylthiazol-4-yl)-2-oxoethyl)-5-vinylpyridin-2(1H)-one C(C1=CC=CC=C1)C=1SC=C(N1)C(CN1C(C=CC(=C1)C=C)=O)=O